C(CCCCCCC\C=C/CCCCCCCC)(=O)O[C@@H](COC(CCCCCCC\C=C/CCCCCCCC)=O)[C@H](OC(CCCCCCC\C=C/CCCCCCCC)=O)COC(CCCCCCC\C=C/CCCCCCCC)=O erythritol tetraoleate